Tert-butyl 4-(1-(2,6-dioxopiperidin-3-yl)-6-fluoro-3-methyl-2-oxo-2,3-dihydro-1H-benzo[d]-imidazol-5-yl)-3,3-difluoropiperidine-1-carboxylate O=C1NC(CCC1N1C(N(C2=C1C=C(C(=C2)C2C(CN(CC2)C(=O)OC(C)(C)C)(F)F)F)C)=O)=O